C(#N)C1=C(C=2C(N(CC2C=C1)C1C(NC(CC1)=O)=O)=O)C(=O)N 5-cyano-2-(2,6-dioxopiperidin-3-yl)-3-oxoisoindoline-4-carboxamide